N2,N4-bis((R)-1-cyclopropylethyl)-6-(2-fluoro-5-methoxyphenyl)-1,3,5-triazine-2,4-diamine C1(CC1)[C@@H](C)NC1=NC(=NC(=N1)N[C@H](C)C1CC1)C1=C(C=CC(=C1)OC)F